ClC1=CC=C(C=C1)C=1N=C2N(C=CC=C2)C1CN1CCN(CC1)C(=O)C1=CC(=CC=C1)C(F)(F)F (4-{[2-(4-chlorophenyl)imidazo[1,2-a]pyridine-3-yl]methyl}piperazin-1-yl)[3-(trifluoromethyl)phenyl]methanone